N[C@@H]1[C@@H](OCC12CCN(CC2)C=2N=CC(=NC2)SC=2C(=C1C(N(C=NC1=CC2)CCCN(C)C)=O)Cl)C 6-((5-((3S,4S)-4-amino-3-methyl-2-oxa-8-azaspiro[4.5]decan-8-yl)pyrazin-2-yl)thio)-5-chloro-3-(3-(dimethylamino)propyl)quinazolin-4(3H)-one